N-(4-((1S,3S)-3-butyl-6-methoxy-2-(3-(trimethylsilyl)propioloyl)-1,2,3,4-tetrahydroisoquinolin-1-yl)phenyl)cyclobutanecarboxamide C(CCC)[C@@H]1N([C@H](C2=CC=C(C=C2C1)OC)C1=CC=C(C=C1)NC(=O)C1CCC1)C(C#C[Si](C)(C)C)=O